3-[5-(4-formylphenyl)pyrimidin-2-yl]-N-[[3-(2,2,2-trifluoro-1,1-dimethyl-ethyl)-1H-1,2,4-triazol-5-yl]methyl]isoxazole-5-carboxamide C(=O)C1=CC=C(C=C1)C=1C=NC(=NC1)C1=NOC(=C1)C(=O)NCC1=NC(=NN1)C(C(F)(F)F)(C)C